4-{5-cyclopropyl-7H-pyrrolo[2,3-d]pyrimidin-4-yl}-2-methylpiperazine-1-carboxylic acid tert-butyl ester C(C)(C)(C)OC(=O)N1C(CN(CC1)C=1C2=C(N=CN1)NC=C2C2CC2)C